5-chloro-2-fluoro-N-[5-(4,4,5,5-tetramethyl-1,3,2-dioxaborolan-2-yl)pyrimidin-2-yl]benzenesulfonamide ClC=1C=CC(=C(C1)S(=O)(=O)NC1=NC=C(C=N1)B1OC(C(O1)(C)C)(C)C)F